FC1=C(C(=CC=C1)C)C=1N(C=2C(=C3N=C(C=NC3=CC2)C=2C=NN(C2)C)N1)C 2-(2-Fluoro-6-methylphenyl)-3-methyl-8-(1-methyl-1H-pyrazol-4-yl)-3H-imidazo[4,5-f]quinoxaline